CN1CCN(CC1)CCCOC1=NC=NC2=CC=CC=C12 4-(3-(4-methylpiperazin-1-yl)propoxy)quinazoline